N-(4-(TERT-BUTYL)-2-FLUOROPHENYL)-6-METHOXY-[1,2,5]OXADIAZOLO[3,4-B]PYRAZIN-5-AMINE C(C)(C)(C)C1=CC(=C(C=C1)NC1=NC=2C(N=C1OC)=NON2)F